COC(=O)C=1C=C(C=C2C(=CNC12)C(C(F)(F)F)=O)I.N1(C=NC=C1)C1CCNCC1 4-(imidazol-1-yl)piperidine methyl-5-iodo-3-(2,2,2-trifluoroacetyl)-1H-indole-7-carboxylate